perfluorooctyl-tri-ethoxy-silane FC(C(F)(F)F)(O[Si](OC(C(F)(F)F)(F)F)(OC(C(F)(F)F)(F)F)C(C(C(C(C(C(C(C(F)(F)F)(F)F)(F)F)(F)F)(F)F)(F)F)(F)F)(F)F)F